OC=1C=CC=2C[C@@H]3[C@@H]4CCCC[C@@]4(C2C1)CCN3 3-Hydroxymorphinan